C(CC)(=O)OC=1C(OC(CC)=O)=CC(=CC1F)CC=C 4-allyl-6-fluorocatechol dipropionate